1-(4'-chloro-2'-methyl-[1,1'-biphenyl]-4-yl)butan-1-ol ClC1=CC(=C(C=C1)C1=CC=C(C=C1)C(CCC)O)C